2,8-Dimethyl-4-methylennona-2,7-dien CC(C)=CC(CCC=C(C)C)=C